4-(7-(2-cyano-3-methylbut-2-enamido)-1H-indol-3-yl)-6-methoxypyridin C(#N)C(C(=O)NC=1C=CC=C2C(=CNC12)C1=CC=NC(=C1)OC)=C(C)C